OC(CN1N=CC(=C1)C1=NC(=CC(=N1)N1CC2(C1)CCN(CC2)C(C)=O)NC2=NC=CC(=C2)OC)(C)C 1-(2-(2-(1-(2-hydroxy-2-methylpropyl)-1H-pyrazol-4-yl)-6-((4-methoxypyridin-2-yl)amino)pyrimidin-4-yl)-2,7-diazaspiro[3.5]nonan-7-yl)ethan-1-one